BrC1=CC=CC(=N1)C=1N2C(=NN1)CCC2 3-(6-bromopyridine-2-yl)-6,7-dihydro-5H-pyrrolo[2,1-c][1,2,4]triazole